[N+](=O)([O-])C=1C=C(C=CC1)OC m-Nitroanisole